2-[3-(4-ethylpyrazol-1-yl)-1-[2-[4-[7-(oxetan-3-yl)-2,7-diazaspiro[3.5]nonane-2-carbonyl]anilino]-[1,2,4]triazolo[1,5-a]pyridin-8-yl]azetidin-3-yl]acetonitrile C(C)C=1C=NN(C1)C1(CN(C1)C=1C=2N(C=CC1)N=C(N2)NC2=CC=C(C=C2)C(=O)N2CC1(C2)CCN(CC1)C1COC1)CC#N